N=1N(N=C2C1C=CC=C2)C=2C=C(C=C(C2O)C(C)(C)C)OC(CC)=O 3-(2H-benzotriazol-2-yl)-5-tert-butyl-4-hydroxyphenylpropionate